2-phenyl-ethanal C1(=CC=CC=C1)CC=O